ClC=1C(=NC=CC1)N1C(C=2CCC(CC2C=N1)C1=C(C=C(C=C1)C)C)=O 2-(3-Chloropyridin-2-yl)-6-(2,4-dimethylphenyl)-5,6,7,8-tetrahydrophthalazin-1(2H)-one